COC=1C=C(C=C(C1)OC)N[C@@H]1C(N(CC1)CC1=C(C=C(C=C1)C)C)=O (S)-3-((3,5-Dimethoxyphenyl)amino)-1-(2,4-dimethylbenzyl)pyrrolidin-2-one